4-methyl-1,9-nonanediol CC(CCCO)CCCCCO